N-((1r,4S)-4-(3-chloro-4-cyanophenoxy)cyclohexyl)-6-((S)-2-((4-(4-(((S)-2,6-dioxopiperidin-3-yl)carbamoyl)-3-fluorophenyl)piperazin-1-yl)methyl)morpholinyl)pyridazine-3-carboxamide ClC=1C=C(OC2CCC(CC2)NC(=O)C=2N=NC(=CC2)N2C[C@@H](OCC2)CN2CCN(CC2)C2=CC(=C(C=C2)C(N[C@@H]2C(NC(CC2)=O)=O)=O)F)C=CC1C#N